CC=1C=C(C=CC1Cl)N1CCN(CC1)CC=1C=C(C=CC1C(F)(F)F)N(CCN(C)C)C N1-(3-((4-(3-methyl-4-chlorophenyl)piperazin-1-yl)methyl)-4-(trifluoromethyl)phenyl)-N1,N2,N2-trimethylethan-1,2-diamine